titanium bis(ethyl acetoacetate) C(C)CC(CC(=O)[O-])=O.C(C)CC(CC(=O)[O-])=O.[Ti+2]